1-isopropyl-1,2,4-triazole C(C)(C)N1N=CN=C1